2-[(2S)-1,4-dibenzylpiperazin-2-yl]ethylcarbamate C(C1=CC=CC=C1)N1[C@H](CN(CC1)CC1=CC=CC=C1)CCNC([O-])=O